7-methyl-N-(5-(methylthio)-1,3,4-thiadiazol-2-yl)-4,5-dihydrothiazolo[5',4':5,6]benzo[1,2-c]isoxazole-3-carboxamide CC=1SC=2CCC=3C(=NOC3C(=O)NC=3SC(=NN3)SC)C2N1